4-(2'-amino-5-(dimethylcarbamoyl)-[2,3'-bipyridyl]-5'-yl)-N-((3R,4S)-4-aminotetrahydrofuran-3-yl)-1H-pyrrolo[2,3-b]pyridine-2-carboxamide NC1=NC=C(C=C1C1=NC=C(C=C1)C(N(C)C)=O)C1=C2C(=NC=C1)NC(=C2)C(=O)N[C@H]2COC[C@H]2N